2-(6-(((1R,3S,5S)-8-azabicyclo[3.2.1]octan-3-yl)oxy)pyridazin-3-yl)-5-(4-methyl-1H-pyrazol-1-yl)phenol [C@H]12CC(C[C@H](CC1)N2)OC2=CC=C(N=N2)C2=C(C=C(C=C2)N2N=CC(=C2)C)O